tert-Butyl (3-fluoro-5-(5-(4-fluorophenyl)-1,3,4-oxadiazol-2-yl)benzyl)carbamate FC=1C=C(CNC(OC(C)(C)C)=O)C=C(C1)C=1OC(=NN1)C1=CC=C(C=C1)F